(7R)-2-[4-(3-cyanophenoxy)phenyl]-7-[4-(2-nitrobenzene-1-sulfonyl)piperazin-1-yl]-4,5,6,7-tetrahydro-2H-pyrazolo[4,3-b]pyridine-3-carboxylic acid C(#N)C=1C=C(OC2=CC=C(C=C2)N2N=C3C(NCC[C@H]3N3CCN(CC3)S(=O)(=O)C3=C(C=CC=C3)[N+](=O)[O-])=C2C(=O)O)C=CC1